C(C=C)(=O)N1C[C@@H](O[C@H](C1)[C@@H](C)O)C1=CC(=NC(=C1)Cl)C1=CC=NCN1C 6-(4-((2S,6R)-4-acryloyl-6-((R)-1-hydroxyethyl)morpholin-2-yl)-6-chloropyridin-2-yl)-N-methylpyrimidine